C1(CC1)CN1C(N(C(C1=O)=O)CC1=NC(=NO1)CC(=O)N(CC1OCCC1)C1=C(C=CC=C1)OC)=O 2-(5-((3-(cyclopropylmethyl)-2,4,5-trioxoimidazolidin-1-yl)methyl)-1,2,4-oxadiazol-3-yl)-N-(2-methoxyphenyl)-N-((tetrahydrofuran-2-yl)methyl)acetamide